C1(=NNC=2CCC3C(C12)C3)C(=O)N 3,4,5,5a,6,6a-hexahydrocyclopropa[e]indazole-1-carboxamide